ClC1=NC(=CN=C1)N1C[C@@H](CCC1)OC1=C(C=CC=C1)OC(F)(F)F (R)-2-chloro-6-(3-(2-(trifluoromethoxy)phenoxy)piperidin-1-yl)pyrazine